2-iodo-4-((trifluoromethyl)thio)aniline IC1=C(N)C=CC(=C1)SC(F)(F)F